FC(CN(C=1C=C(C=C(C1)F)CC(C#C)(O)C)C1=NC=2N(C3=CC=CC(=C13)F)C=NN2)F (3-((2,2-difluoroethyl)(6-fluoro-[1,2,4]triazolo[4,3-a]quinazolin-5-yl)amino)-5-fluorophenyl)-2-methylbut-3-yn-2-ol